ethyl 4-(2-fluoro-6-(methoxymethoxy)-8-(4,4,5,5-tetramethyl-1,3,2-dioxaborolan-2-yl)naphthalen-1-yl)butanoate FC1=C(C2=C(C=C(C=C2C=C1)OCOC)B1OC(C(O1)(C)C)(C)C)CCCC(=O)OCC